CC1=NN2C(N=C(C3=CC=CC=C23)C=2SC3=C(N2)C=C(C=C3)N)=C1 (2-methylpyrazolo[1,5-a]quinazolin-5-yl)benzo[d]thiazol-5-amine